O1CCN(CC1)C[C@@H](C)NC1=NS(C2=C(OC13CCOCC3)N=CC=C2)(=O)=O ((R-1-morpholinopropan-2-yl)amino)-1',1'-dioxido-2,3,5,6-tetrahydrospiro[pyran-4,4'-pyrido[2,3-b][1,4,5]oxathiazepin]